di-sec-butylethylenediamine C(C)(CC)NCCNC(C)CC